3-caren C12CC(=CCC1C2(C)C)C